C=C1CC2(CCCCN2C1)C(=O)OC methyl 2-methylenehexahydroindolizine-8a(1H)-carboxylate